3-(5-bromo-3-pyridyl)-6-(difluoromethyl)-6-ethyl-1,2,3,7-tetrahydropyrazolo[1,2-a]pyrazol-5-one BrC=1C=C(C=NC1)C1CCN2N1C(C(C2)(CC)C(F)F)=O